ClC1CCCC=2C=CC(=NC12)C1=CC=C(C=C1)C(F)(F)F 8-chloro-2-(4-(trifluoromethyl)phenyl)-5,6,7,8-tetrahydroquinoline